C(C1=CC=CC=C1)OC1=C(C=C2C(=NC(=NC2=C1)N1CCN(CC1)C1=CC=CC=C1)NCCNC1=CC=CC2=CC=CC=C12)OC N1-(7-(benzyloxy)-6-methoxy-2-(4-phenylpiperazin-1-yl)quinazolin-4-yl)-N2-(naphthalen-1-yl)ethane-1,2-diamine